Ethyl 1-allyl-3-(4-fluorophenyl)-2,4-dioxo-1,2,3,4-tetrahydropyrimidine-5-carboxylate C(C=C)N1C(N(C(C(=C1)C(=O)OCC)=O)C1=CC=C(C=C1)F)=O